5-fluoro-2-((piperidin-4-yloxy)methyl)-7-((tetrahydro-2H-pyran-4-yl)methoxy)quinazolin-4(3H)-one FC1=C2C(NC(=NC2=CC(=C1)OCC1CCOCC1)COC1CCNCC1)=O